C(CCCCCCCCC(=O)OCC(CCCC)CC)(=O)OCC(CCCC)CC bis(2-ethylhexyl) sebacate